(R)-N-((3-cyano-5-fluoro-4-((4-(3-fluoro-3-(methoxymethyl)azetidin-1-yl)-1-((4-fluorophenyl)thio)butan-2-yl)amino)phenyl)sulfonyl)-1-methoxycyclohexane-1-carboxamide C(#N)C=1C=C(C=C(C1N[C@@H](CSC1=CC=C(C=C1)F)CCN1CC(C1)(COC)F)F)S(=O)(=O)NC(=O)C1(CCCCC1)OC